N-(2-acryloyloxyethyl)-N-benzyl-N,N-dimethylammonium chloride [Cl-].C(C=C)(=O)OCC[N+](C)(C)CC1=CC=CC=C1